[C@H]12OC[C@H](N(C1)C1CCN(CC1)C1=C(C=C(C(=C1)OC)NC1=NC=NC(=C1)N1OCC[C@@H]1C1=C(C(=C(C=C1)F)Cl)F)NC(C=C)=O)C2 N-(2-(4-((1R,4R)-2-oxa-5-azabicyclo[2.2.1]heptane-5-yl)piperidine-1-yl)-5-((6-((R)-3-(3-chloro-2,4-difluorophenyl)isoxazolidine-2-yl)pyrimidine-4-yl)amino)-4-methoxyphenyl)acrylamide